3-(4-amino-7-bromo-2-((3-fluoropyridin-2-yl)methyl)-2H-[1,2,3]Triazolo[4,5-c]Pyridin-6-yl)benzonitrile NC1=NC(=C(C=2C1=NN(N2)CC2=NC=CC=C2F)Br)C=2C=C(C#N)C=CC2